(1E,3Z)-2-(4-bromophenyl)-3-((4-bromophenyl)imino)-6-(methylsulfonyl)isoindolin BrC1=CC=C(C=C1)N\1CC2=CC(=CC=C2/C1=N/C1=CC=C(C=C1)Br)S(=O)(=O)C